(S)-(6-((2,6-dimethyl-7-phenyl-1H-imidazo[4,5-c]pyridin-1-yl)methyl)-5-fluoropyridin-3-yl)(imino)(methyl)-λ6-sulfanone CC=1N(C2=C(C=NC(=C2C2=CC=CC=C2)C)N1)CC1=C(C=C(C=N1)[S@@](=O)(C)=N)F